C(C)(=O)O.C(C)(=O)N1CCN(CC1)C1CCC(CC1)NC(OC(C)(C)C)=O tert-butyl ((1r,4r)-4-(4-acetylpiperazin-1-yl)cyclohexyl)carbamate acetate